FC=1C=C(C=CC1OCOC)O 3-fluoro-4-(methoxymethoxy)phenol